1-(5-Cyclopropylpyrimidin-2-yl)-3,3-difluoropiperidin-4-amine C1(CC1)C=1C=NC(=NC1)N1CC(C(CC1)N)(F)F